5-{1-fluoro-3-hydroxy-7-[2-(oxolan-2-yl)ethoxy]naphthalen-2-yl}-1λ6,2,5-thiadiazolidine-1,1,3-trione FC1=C(C(=CC2=CC=C(C=C12)OCCC1OCCC1)O)N1CC(NS1(=O)=O)=O